[1,4]Thiazoline S1C=CNC1